N-(4-cyano-2-fluoro-phenyl)-5-(4-fluoro-3-methyl-phenyl)-1H-pyrrole-3-sulfonamide C(#N)C1=CC(=C(C=C1)NS(=O)(=O)C1=CNC(=C1)C1=CC(=C(C=C1)F)C)F